5-methyl-3-(3-nitropyridine-4-yl)cyclohex-2-enone CC1CC(=CC(C1)=O)C1=C(C=NC=C1)[N+](=O)[O-]